C1(CC1)N1CCN(CCC1)C1=CC=C(C=C1)[N+](=O)[O-] cyclopropyl-4-(4-nitrophenyl)-1,4-diazepane